germanium-niobium [Nb].[Ge]